N-cyclopropyl-2-(difluoromethoxy)-6-methoxy-4-[7-(6-methoxy-3-pyridyl)imidazo[1,2-a]pyridin-3-yl]benzamide C1(CC1)NC(C1=C(C=C(C=C1OC)C1=CN=C2N1C=CC(=C2)C=2C=NC(=CC2)OC)OC(F)F)=O